FC=1C=C(C=C(C1)N1CCOCC1)\C=C(/C)\[C@H](C=O)[C@@H](\C=C\[C@@H]([C@H](CC[C@@H](CC=O)O)C)OC(=O)N1CCN(CC1)C(C)C)C 4-propan-2-ylpiperazine-1-carboxylic acid [(2r,3r,4E,6r,7s,10s)-2-[(E)-1-(3-fluoro-5-morpholin-4-ylphenyl) prop-1-en-2-yl]-10-hydroxy-3,7-dimethyl-12-oxo-1-oxododec-4-en-6-yl] ester